(S)-6-methoxy-6'-(4-(methoxycarbonyl)phenyl)-3',6'-dihydro-[2,4'-bipyridyl]-1(2H)-Carboxylic acid benzyl ester C(C1=CC=CC=C1)OC(=O)N1[C@@H](C=CC=C1OC)C=1CC=NC(C1)C1=CC=C(C=C1)C(=O)OC